C(C)(C)(C)OC(=O)N1CC(OCC1)C1=CC=C2C(=N1)C(=C(N2)C=2C=C(C=1N(C2)N=CN1)OC)C(C)C 2-(3-isopropyl-2-(8-methoxy-[1,2,4]triazolo[1,5-a]pyridin-6-yl)-1H-pyrrolo[3,2-b]pyridin-5-yl)morpholine-4-carboxylic acid tert-butyl ester